ClC1=NC2=C(C(=CC=C2C(=N1)Cl)F)OCC 2,4-dichloro-7-fluoro-8-ethoxyquinazoline